C1(=CC=CC2=CC=CC=C12)CC(=O)O 2-(1-naphthalenyl)acetic acid